2-[(2R,3S,4R,5R)-5-(2-Amino-6-oxo-1H-purin-9-yl)-3,4-dihydroxytetrahydrofuran-2-yl]-N,N-dimethyl-acetamide NC=1NC(C=2N=CN(C2N1)[C@H]1[C@@H]([C@@H]([C@H](O1)CC(=O)N(C)C)O)O)=O